(6-aminopyrazin-2-yl)acetamide 3-hydroxy-3-methylpentanedioate OC(CC(=O)O)(CC(=O)O)C.NC1=CN=CC(=N1)CC(=O)N